acetic acid cinnamylester C(C=CC1=CC=CC=C1)OC(C)=O